Tert-butyl (R)-5-((4-(1,4-dimethyl-1H-pyrazol-5-yl)-6-(3-methylmorpholino)pyridin-2-yl)amino)-3-methyl-1H-pyrazole-1-carboxylate CN1N=CC(=C1C1=CC(=NC(=C1)N1[C@@H](COCC1)C)NC1=CC(=NN1C(=O)OC(C)(C)C)C)C